2-(2-ethoxy-3-pyridinyl)-5-isopropyl-7-methyl-N-[(1-methylimidazol-4-yl)methyl]imidazo[1,5-b]pyridazin-4-amine C(C)OC1=NC=CC=C1C=1C=C(C=2N(N1)C(=NC2C(C)C)C)NCC=2N=CN(C2)C